CC1=C(C=CC(=C1)Br)NC(=S)NC1=C(C=C(C=C1)Br)C N,N'-bis(2-methyl-4-bromophenyl)thiourea